OC1=C(C=C(C=C1OC)/C=C/C(=O)C1=CC=C(C=C1)SC)OC (E)-3-(4-hydroxy-3,5-dimethoxyphenyl)-1-(4-(methylthio)phenyl)prop-2-en-1-one